2-((2-(6-(tert-Butyl)pyrimidin-4-yl)-1H-indol-5-yl)sulfonyl)-2-methylpropanoic acid C(C)(C)(C)C1=CC(=NC=N1)C=1NC2=CC=C(C=C2C1)S(=O)(=O)C(C(=O)O)(C)C